CON(C(=O)C1=CC=C2C=CC=NC2=C1)C N-Methoxy-N-methylquinoline-7-carboxamide